P(=O)(O)(O)O.NCCCCCCCCN 1,8-diaminooctane phosphate